1-phenyl-2-(4-(trifluoromethoxy)phenyl)propan-1-one C1(=CC=CC=C1)C(C(C)C1=CC=C(C=C1)OC(F)(F)F)=O